(R)-N-(7-(1-(1-acryloylpiperidin-3-yl)-4-amino-1H-pyrazolo[3,4-d]pyrimidin-3-yl)benzo[d][1,3]dioxan-4-yl)-5-fluoropyridinecarboxamide C(C=C)(=O)N1CC(CCC1)N1N=C(C=2C1=NC=NC2N)C=2C=CC1=C(OCO[C@H]1NC(=O)C1=NC=C(C=C1)F)C2